COC(C(C1=CC=CC=C1)OC)=O methoxyphenylacetic acid methyl ester